methyl-9,10-dimethyl-phenanthrene CC1=CC=CC=2C3=CC=CC=C3C(=C(C12)C)C